C(OCF)(OCC(F)F)=O fluoromethyl 2,2-difluoroethyl carbonate